2,4-dimethylbenzylidenesorbitol CC1=C(C=C(O)[C@H](O)[C@@H](O)[C@H](O)[C@H](O)CO)C=CC(=C1)C